4-[[4-[[2-(6-methyl-2-pyridyl)pyrrolo[2,1-f][1,2,4]triazin-4-yl]amino]pyrimidin-2-yl]amino]-N-(4-piperidyl)benzamide CC1=CC=CC(=N1)C1=NN2C(C(=N1)NC1=NC(=NC=C1)NC1=CC=C(C(=O)NC3CCNCC3)C=C1)=CC=C2